Lanthanum lithium aluminum [Al].[Li].[La]